C(C1=CC=CC=C1)O[C@@H]1C[C@H](C1)N1C(C(=CC(=C1)C(F)(F)F)N=C=S)=O trans-1-(3-(benzyloxy)cyclobutyl)-3-isothiocyanato-5-(trifluoromethyl)pyridin-2(1H)-one